CC(/C(/C1=NC=CC=C1)=N\NC(=S)N1CCC1)(C)C (E)-N'-(2,2-dimethyl-1-(pyridine-2-yl)propylidene)azetidine-1-carbothiohydrazide